2-[(tert-butoxycarbonylamino)methyl]benzoic acid lithium salt [Li+].C(C)(C)(C)OC(=O)NCC1=C(C(=O)[O-])C=CC=C1